ClC1=CC2=C(C3=CC(=CC=C3N=C2C=C1)Cl)NC(CCCN(CC)CC)C N4-(2,7-Dichloroacridin-9-yl)-N1,N1-diethylpentane-1,4-diamine